S-ethyl-N-lauroyl-D-methionine C(C)[S+](CC[C@@H](NC(CCCCCCCCCCC)=O)C(=O)O)C